[18F]C1=CC=C(C=C1)N1N=C(CC1=O)C 2-(4-[18F]fluorophenyl)-5-methyl-2,4-dihydro-3H-pyrazol-3-one